C(C)N1C2=C([C@H]([C@H](C1=O)NC(C1=CC(=CC=C1)C(F)(F)F)=O)C1=CC=C(C=C1)F)C(=NN2C2=CC=CC=C2)C(C(=O)O)=C ((4R,5R)-7-ethyl-4-(4-fluorophenyl)-6-oxo-1-phenyl-5-(3-(trifluoromethyl)benzamido)-4,5,6,7-tetrahydro-1H-pyrazolo[3,4-b]pyridin-3-yl)acrylic acid